dimethoxy-1,3,5-triazinylmethylmorpholine COC1(N(CCOC1)CC1=NC=NC=N1)OC